3-benzyl-1-(trans-4-((5-cyano-(4-fluoro-4-(hydroxy-methyl)piperidin-1-yl)pyrimidin-2-yl)amino)cyclohexyl)-1-(5-(1-methyl-1H-pyrazol-4-yl)-pyridin-2-yl)urea C(C1=CC=CC=C1)NC(N(C1=NC=C(C=C1)C=1C=NN(C1)C)[C@@H]1CC[C@H](CC1)NC1=NC=C(C(=N1)N1CCC(CC1)(CO)F)C#N)=O